COC1=C(C=C(C=C1OC)B1OC(C(O1)(C)C)(C)C)NS(=O)(=O)CCC N-[2,3-dimethoxy-5-(4,4,5,5-tetramethyl-1,3,2-dioxaborolan-2-yl)phenyl]propane-1-sulfonamide